(1R,4r)-4-((2'S,3S,4'S,5'R)-1-(4-(1H-tetrazol-5-yl)benzyl)-5-chloro-4'-(2-Chlorophenyl)-2'-neopentylspiro[indoline-3,3'-pyrrolidine]-5'-carboxamido)cyclohexane-1-carboxylic acid N1N=NN=C1C1=CC=C(CN2C[C@@]3([C@@H](N[C@H]([C@@H]3C3=C(C=CC=C3)Cl)C(=O)NC3CCC(CC3)C(=O)O)CC(C)(C)C)C3=CC(=CC=C23)Cl)C=C1